FC=1C(=NC(=NC1)NC1=CC=C(C=C1)N1CCOCC1)N1C=C(C2=CC(=CC=C12)NC(C=C)=O)C N-[1-[5-Fluoro-2-(4-morpholino-anilino)pyrimidin-4-yl]-3-methyl-indol-5-yl]prop-2-enamide